ClC1=CC(=C(C=C1)C1=NN2C(=NC=3C(=CC=CC3C2=N1)C(F)(F)F)NC=1C(N=CC=CC1)=O)OC(F)(F)F (3R)-3-({2-[4-chloro-2-(trifluoromethoxy)phenyl]-7-(trifluoromethyl)[1,2,4]triazolo[1,5-c]quinazolin-5-yl}amino)azepin-2-one